C1NCCC2=CC=CC(=C12)CN1C(NC(C2=C1C=CN2)=O)=C=S ((1,2,3,4-tetrahydroisoquinolin-8-yl)methyl)-2-thiocarbonyl-1,2,3,5-tetrahydro-4H-pyrrolo[3,2-d]pyrimidin-4-one